2-(6-((1H-indazol-4-yl)methyl)-4-methyl-5-oxo-5,6-dihydro-4H-thiazolo[5',4':4,5]pyrrolo[2,3-d]pyridazin-2-yl)malonate N1N=CC2=C(C=CC=C12)CN1N=CC2=C(C1=O)N(C1=C2SC(=N1)C(C(=O)[O-])C(=O)[O-])C